(S)-N-(4-Nitrophenylsulfonyl)-2-(2-(5-(([1,1'-biphenyl]-4-yl)methylene)-thiazolidine-2,4-dione-3-yl)acetamido)-3-(4-(4-nitrobenzyloxy)phenyl)propionamide [N+](=O)([O-])C1=CC=C(C=C1)S(=O)(=O)NC([C@H](CC1=CC=C(C=C1)OCC1=CC=C(C=C1)[N+](=O)[O-])NC(CN1C(SC(C1=O)=CC1=CC=C(C=C1)C1=CC=CC=C1)=O)=O)=O